FC1=CC=C(CC2=C(SC=3N4C(COCC32)=NN=C4C)C)C=C1 3-(4-fluorobenzyl)-2,9-dimethyl-4H,6H-thieno[2,3-e][1,2,4]triazolo[3,4-c][1,4]oxazepine